[Fe](Cl)Cl.C(C)(C)C1=C(C(=CC=C1)C(C)C)N=C(C)C1=NC(=CC=C1)C(C)=NC1=C(C=CC=C1C)Br 2-[1-(2,6-diisopropylphenylimino)ethyl]-6-[1-(2-bromo-6-methylphenylimino)ethyl]pyridine iron dichloride